C(=O)C1=NN(N=C1)C1=CC(=C(C(=N1)OC)C#N)C 6-(4-formyl-2H-1,2,3-triazol-2-yl)-2-methoxy-4-methylpyridine-3-carbonitrile